pyrimidinyl-oxadiazolone copper (II) [Cu+2].N1=C(N=CC=C1)C1C(N=NO1)=O